N-(4-(2,5-difluorophenyl)-2-morpholinopyridin-3-yl)-2-fluoro-4-isoprop-ylbenzamide FC1=C(C=C(C=C1)F)C1=C(C(=NC=C1)N1CCOCC1)NC(C1=C(C=C(C=C1)C(C)C)F)=O